COC1CC(C1)COC1=C2CCC(C2=C(C=C1)SC(F)(F)F)=O 4-((3-methoxycyclobutyl)methoxy)-7-(trifluoromethylthio)-2,3-dihydro-1H-inden-1-one